1,13-tridecanedioic acid ethylene ester C1COC(CCCCCCCCCCCC(=O)O1)=O